ClC1=C(OC2=NC(=NC(=C2C#N)C2=C(C=CC=C2)C)NS(=O)(=O)C=2C=NN(C2)C)C=CC=C1N1CCN(CC1)C N-[4-[2-chloro-3-(4-methylpiperazin-1-yl)phenoxy]-5-cyano-6-(o-tolyl)pyrimidin-2-yl]-1-methyl-pyrazole-4-sulfonamide